FC=1C=2N(C=C(C1)NC(=O)C1=CC=C(C3=CN(N=C13)CC1=CC=NC=C1)N1CCN(CC1)C(=O)OC(C)(C)C)C=C(N2)C tert-butyl 4-[7-({8-fluoro-2-methylimidazo[1,2-a]pyridin-6-yl}carbamoyl)-2-(pyridin-4-ylmethyl)indazol-4-yl]piperazine-1-carboxylate